FC(C1=CC=C(C=N1)CC1CC2(CNC2)C1)(F)F 6-[[6-(trifluorometh-yl)-3-pyridyl]meth-yl]-2-azaspiro[3.3]-heptane